3,3-dimethylindolin CC1(CNC2=CC=CC=C12)C